N1(CCCCC1)C1=C(C=CC(=C1)CCC1=CC=C(C=C1)C(F)(F)F)NC(CCCCCCC)=O N-(2-(piperidin-1-yl)-4-(4-(trifluoromethyl)phenethyl)phenyl)octanamide